CN(C1=C(C(=O)OC)C=C(C=C1)C=O)C methyl 2-(dimethylamino)-5-formylbenzoate